3-[3-[9-[4-(4-aminophenyl)piperazin-1-yl]-3-azaspiro[5.5]undecan-3-yl]-5-oxo-7H-pyrrolo[3,4-b]pyridin-6-yl]piperidine-2,6-dione NC1=CC=C(C=C1)N1CCN(CC1)C1CCC2(CCN(CC2)C=2C=C3C(=NC2)CN(C3=O)C3C(NC(CC3)=O)=O)CC1